FC1(C2(CN(C2)C2=NC(=NC(=C2)NC2=NC=CC(=C2)OC)C=2C=NN(C2)C)CCN(C1)C(=O)OC(C)(C)C)F tert-butyl 5,5-difluoro-2-(6-((4-methoxypyridin-2-yl) amino)-2-(1-methyl-1H-pyrazol-4-yl) pyrimidin-4-yl)-2,7-diazaspiro[3.5]nonane-7-carboxylate